C(C1=CC=CC=C1)OC1=CC2=C(N(N=C2C=C1)C)C(=O)NC1C(N(CC1)CCO)=O 5-(benzyloxy)-N-[1-(2-hydroxyethyl)-2-oxopyrrolidin-3-yl]-2-methyl-2H-indazole-3-carboxamide